O1CC(CC1)CC(=O)N 2-(tetrahydrofuran-3-yl)acetamide